C(C)(C)(C)OC(=O)N1C=CC2=CC=C(C=C12)C1=CC(=NC=C1)Cl 6-(2-chloro-pyridin-4-yl)-1H-indole-1-carboxylic acid tert-butyl ester